(±)-N-(2,6-Dioxopiperidin-3-yl)-2-fluoro-4-(4-(piperidin-4-yl)piperazin-1-yl)benzamide dihydrochloride Cl.Cl.O=C1NC(CC[C@H]1NC(C1=C(C=C(C=C1)N1CCN(CC1)C1CCNCC1)F)=O)=O |r|